(5S)-5-(hydroxymethyl)-4-methylmorpholin-3-one OC[C@H]1COCC(N1C)=O